3-methyl-1,2,4-benzenetricarboxylic acid CC1=C(C(=CC=C1C(=O)O)C(=O)O)C(=O)O